Cl.BrC=1C=C2C(=CNC2=C(C1)F)N 5-bromo-7-fluoro-1H-indol-3-amine hydrogen chloride